2-[(2R)-2-amino-3-methoxypropyl]-3,5-dichloro-N-[(furan-2-yl)methyl]thieno[3,2-b]pyridin-7-amine dihydrochloride Cl.Cl.N[C@H](CC1=C(C2=NC(=CC(=C2S1)NCC=1OC=CC1)Cl)Cl)COC